C(C)C=1C(=C(C=CC1)OC)CC diethylanisole